ClC=1C=C(CN2C[C@@H](CC2)NC(OC(C)(C)C)=O)C=C(C1OCC1CC1)Cl tert-butyl (R)-(1-(3,5-dichloro-4-(cyclopropylmethoxy)benzyl)pyrrolidin-3-yl)carbamate